C(C)(=O)N1CC(CCC1)C=1C=C(C=CC1)C1=NC(=NC=C1F)NC1CC(CCC1)C(=O)N 3-((4-(3-(1-acetylpiperidin-3-yl)phenyl)-5-fluoropyrimidin-2-yl)amino)cyclohexane-1-carboxamide